N-(1-(5-(ethylsulfonyl)pyridin-2-yl)-2-hydroxyethyl)-1H-benzo[d]Imidazole-5-carboxamide C(C)S(=O)(=O)C=1C=CC(=NC1)C(CO)NC(=O)C1=CC2=C(NC=N2)C=C1